[Na+].[K+].C(CC)C(C(=O)[O-])C(=O)[O-] 2-propylmalonic acid potassium sodium salt